(R)-N-(1-(6,7-difluoro-1-methoxyisoquinolin-4-yl)ethyl)-3-fluoro-N-methyl-4-(trifluoromethyl)benzamide FC=1C=C2C(=CN=C(C2=CC1F)OC)[C@@H](C)N(C(C1=CC(=C(C=C1)C(F)(F)F)F)=O)C